FCC(OC=1C=C2C(N(C(N(C2=CC1)C1CCN(CC1)C=O)=O)CC1=CC(=C(C=C1)OCC(N1CCCCC1)=O)OC)=O)CF 4-{6-[2-fluoro-1-(fluoromethyl)ethoxy]-3-[3-methoxy-4-(2-oxo-2-(piperidin-1-yl)ethoxy)benzyl]-2,4-dioxo-3,4-dihydroquinazolin-1(2H)-yl}piperidine-1-carbaldehyde